FC(C(C=O)C)(F)F 2-(trifluoromethyl)propanal